C(C)C=1N=C2C(=NC1)NC(C(=C2)C2CCC(CC2)C2=C(C=CC=C2C)F)=O 2-ethyl-7-((1r,4r)-4-(2-fluoro-6-methylphenyl)cyclohexyl)pyrido[2,3-b]pyrazin-6(5H)-one